FC([C@](C(=O)N[C@H]1COC2(C1)CCN(CC2)S(=O)(=O)C2=CC1=CC=CC=C1C=C2)(C2=CC=CC=C2)OC)(F)F (R)-3,3,3-trifluoro-2-methoxy-N-((R)-8-(naphthalen-2-ylsulfonyl)-1-oxa-8-azaspiro[4.5]decan-3-yl)-2-phenylpropanamide